4-(1-(4-cyclopropyl-5-(methylsulfonyl)pyridin-2-yl)-5-hydroxy-3-methyl-1H-pyrazol-4-yl)benzonitrile C1(CC1)C1=CC(=NC=C1S(=O)(=O)C)N1N=C(C(=C1O)C1=CC=C(C#N)C=C1)C